C1(CCC(CC1)C(=O)OC1=C2C(=CNC2=CC=C1)CCN(C)C)C(=O)OC1=C2C(=CNC2=CC=C1)CCN(C)C bis(3-(2-(dimethylamino)ethyl)-1H-indol-4-yl) (1r,4r)-cyclohexane-1,4-dicarboxylate